3-isopropyl-1H-pyrrole-2-carboxylic acid methyl ester COC(=O)C=1NC=CC1C(C)C